FC1=CC=2OCCNC3=C(C=NN3C2C=C1)C(=O)OCC ethyl 13-fluoro-10-oxa-2,3,7-triazatricyclo[9.4.0.02,6]pentadeca-1(11),3,5,12,14-pentaene-5-carboxylate